FC(CC=1C=C(C=CC1)N(C(C#C)=O)C1(CCOCC1)C(=O)NCC1=C(C=C(C=C1)OC)OC)F 4-(N-(3-(2,2-difluoroethyl)phenyl)propiolamido)-N-(2,4-dimethoxybenzyl)tetrahydro-2H-pyran-4-carboxamide